C(C)(C)(C)[S@](=O)N1[C@@H]([C@@H]1C1=CC=C(C=C1)OC)C(=O)[O-].[Li+] lithium (2S,3S)-1-((S)-tert-butylsulfinyl)-3-(4-methoxyphenyl)aziridine-2-carboxylate